C(#N)C(C(=O)C=1N2CCCC2=C(C1C)C(=O)OC(C)(C)C)=S1CCCC1 tert-butyl 5-(2-cyano-2-(tetrahydro-1λ4-thiophen-1-ylidene)acetyl)-6-methyl-2,3-dihydro-1H-pyrrolizine-7-carboxylate